(E)-3-(4-(chloromethyl)phenyl)acrylic acid tert-butyl ester C(C)(C)(C)OC(\C=C\C1=CC=C(C=C1)CCl)=O